benzyl-diethylene glycol adipate C(CCCCC(=O)O)(=O)O.C(C1=CC=CC=C1)C(COCCO)O